C(C=C)OCCOCC1OC1 2-[2-(allyloxy)ethoxymethyl]oxirane